ClC(C(=O)O[Na])(F)F (2-chloro-2,2-difluoro-acetyl)oxysodium